Cl.FC=1C=C(C=CC1F)N1C(CCCC12CCNCC2)=O 3,4-difluorophenyl-1,9-diazaspiro[5.5]undecane-2-one hydrochloride